BrC1=CC=C(C=C1)[C@H]1[C@@H](CNCC1)COC1=CC=C2CNC(C2=C1)=O |r| (+/-)-6-{[trans-4-(4-Bromophenyl)piperidin-3-yl]methoxy}-2,3-dihydro-1H-isoindol-1-one